3,6-difluorofluorenone FC1=CC(C2=CC3=CC=C(C=C3C2=C1)F)=O